COC(C1=C2CCN(CC2=CC=C1)C(CCS(=O)(=O)C)=O)C1=CC=C(C=C1)C(F)(F)F 1-(5-(methoxy(4-(trifluoromethyl)phenyl)methyl)-3,4-dihydroisoquinolin-2(1H)yl)3-(methylsulfonyl)propan-1-one